C(C)(C)(C)OC(=O)N[C@H](CC[C@H](C)OC1=NC=CC(=C1)N(C(OC(C)(C)C)=O)C1=CC(=NN1C(C)(C)C)[C@@H]1C[C@@H](CC1)O)C tert-butyl (2-(((2S,5S)-5-((tert-butoxycarbonyl)amino)hexan-2-yl)oxy)pyridin-4-yl)(1-(tert-butyl)-3-((1S,3R)-3-hydroxycyclopentyl)-1H-pyrazol-5-yl)carbamate